FC1=C(C(=O)N2CCC(CC2)CN2CCN(CC2)CC(=O)N2CCN(CC2)C(=O)C=2C=C(C=CC2F)CC2=NNC(C3=CC=CC=C23)=O)C(=CC(=C1)C=1C=NC=NC1)F 4-[[3-[4-[2-[4-[[1-(2,6-difluoro-4-pyrimidin-5-yl-benzoyl)-4-piperidyl]methyl]piperazin-1-yl]acetyl]piperazine-1-carbonyl]-4-fluoro-phenyl]methyl]-2H-phthalazin-1-one